6,6-dimethyl-1,3-oxazin-2-one CC1(C=CNC(O1)=O)C